C(C)OCOCCCC(CC(CC(C)Cl)C)C 8-chloro-4,6-dimethylnonyl ethoxymethyl ether